4-formyl-6-methyl-5-((1-methyl-1H-pyrazol-3-yl)methoxy)-1,3-phenylene bis(4-methylbenzenesulfonate) CC1=CC=C(C=C1)S(=O)(=O)OC1=CC(=C(C(=C1C)OCC1=NN(C=C1)C)C=O)OS(=O)(=O)C1=CC=C(C=C1)C